O1N=C(N=C1)CN1N=CC(=C1)C1=NC=CC(=C1)C1=CC=CC=2N1N=CC2C(=O)N2CCCCC2 (7-(2-(1-((1,2,4-oxadiazol-3-yl)methyl)-1H-pyrazol-4-yl)pyridin-4-yl)pyrazolo[1,5-a]pyridin-3-yl)(piperidin-1-yl)methanone